(S)-8-(2-amino-6-((R)-2,2,2-trifluoro-1-(3',4,5'-trifluoro-[1,1'-biphenyl]-4-yl)ethoxy)pyrimidin-4-yl)-2,8-diazaspiro[4.5]decane-3-carboxylic acid NC1=NC(=CC(=N1)N1CCC2(C[C@H](NC2)C(=O)O)CC1)O[C@@H](C(F)(F)F)C1(CC=C(C=C1)C1=CC(=CC(=C1)F)F)F